O=C1SC(C(N1)=O)=CC1=CC(=C(OCC(=O)O)C=C1)OC 2-[4-[(2,4-dioxo-1,3-thiazolidin-5-ylidene)methyl]-2-methoxyphenoxy]-acetic acid